(S)-tert-Butyl 3-((4-(((R)-1-(3-chloro-2-fluorophenyl)ethyl)amino)pyrido[3,2-d]pyrimidin-6-yl)oxy)pyrrolidine-1-carboxylate ClC=1C(=C(C=CC1)[C@@H](C)NC=1C2=C(N=CN1)C=CC(=N2)O[C@@H]2CN(CC2)C(=O)OC(C)(C)C)F